bis(methoxyethyl)-3-trimethoxysilylpropyl-ammonium chloride [Cl-].COCC[NH+](CCC[Si](OC)(OC)OC)CCOC